N-(1-((1S,3S)-3-hydroxycyclopentyl)-3-(pyridin-2-yl)-1H-pyrazol-4-yl)-5-(1H-pyrazol-4-yl)furan-2-carboxamide O[C@@H]1C[C@H](CC1)N1N=C(C(=C1)NC(=O)C=1OC(=CC1)C=1C=NNC1)C1=NC=CC=C1